4-(5-[(5-chlorothiophen-2-yl)methyl]amino-1-(3-hydroxy-2,2-dimethylpropanoyl)-1H-pyrazol-3-yl)-N,N-dimethylpiperidine-1-carboxamide ClC1=CC=C(S1)CNC1=CC(=NN1C(C(CO)(C)C)=O)C1CCN(CC1)C(=O)N(C)C